CC1=NOC(=C1C1=CC2=C(N(C(=N2)[C@@H]2CCC(N2C2=CC(=C(C(=C2)F)F)F)=O)C2CCS(CC2)(=O)=O)C=C1)C (S)-5-(5-(3,5-dimethylisoxazol-4-yl)-1-(1,1-dioxidotetrahydro-2H-thiopyran-4-yl)-1H-benzo[d]imidazol-2-yl)-1-(3,4,5-trifluorophenyl)pyrrolidin-2-one